Cl.Cl.CC1=C(C=CC(=N1)N[C@@H]1CNCC1)C=1N=CN(C1)C 6-Methyl-5-(1-methyl-1H-imidazol-4-yl)-N-[(3S)-pyrrolidin-3-yl]pyridin-2-amine, dihydrochloride